2-(2,3-Dihydro-[1,4]dioxino[2,3-b]pyridin-2-ylmethoxy)-9-(3-dimethylamino-prop-1-ynyl)-6,7-dihydro-pyrimido[6,1-a]isoquinolin-4-one O1C(COC2=NC=CC=C21)COC2=NC(N1C(C3=CC=C(C=C3CC1)C#CCN(C)C)=C2)=O